(6aR,8R)-8-(benzyloxy)-2-chloro-6a-(difluoromethyl)-5,6,6a,7,8,9-hexahydro-pyrrolo[1',2':4,5]pyrazino[2,3-c]pyridazine C(C1=CC=CC=C1)O[C@@H]1C[C@]2(N(C=3C(=NN=C(C3)Cl)NC2)C1)C(F)F